9a-((4-fluorophenyl)sulfonyl)-3-(perfluoropropan-2-yl)-6,6a,9,9a-tetrahydro-5H-pyrrolo[2,3-h]Quinoline-7(8H)-carboxylic acid tert-butyl ester C(C)(C)(C)OC(=O)N1CCC2(C1CCC=1C=C(C=NC21)C(C(F)(F)F)(C(F)(F)F)F)S(=O)(=O)C2=CC=C(C=C2)F